[C@@H]1([C@H](O)[C@@H](O)[C@H](O)[C@H](O1)CO)OC1=CC=C(C=C1)N=NC1=C(C(=C(C(=C1O)N=NC1=CC=C(C=C1)O[C@H]1[C@H](O)[C@@H](O)[C@H](O)[C@H](O1)CO)O)N=NC1=CC=C(C=C1)O[C@H]1[C@H](O)[C@@H](O)[C@H](O)[C@H](O1)CO)O 1,3,5-tri-(4-β-glucopyranosyl-oxyphenylazo)-2,4,6-trihydroxybenzene